2,7-dimethyl-3H-pyrazolo[1,5-a][1,3,5]triazin-4-one CC1=NC=2N(C(N1)=O)N=C(C2)C